BrCCCCCCC(C(=O)N(CCCCCCCCCC)CCCCCCCCCC)F 8-bromo-N,N-didecyl-2-fluorooctanamide